C1OCC12CCN(CC2)CC2=C1C(=NC(=C2)C=2C=C3CN(C(C3=CC2)=O)C2C(NC(CC2)=O)=O)N(C=C1)C 3-(5-(4-((2-oxa-7-azaspiro[3.5]nonan-7-yl)methyl)-1-methyl-1H-pyrrolo[2,3-b]pyridin-6-yl)-1-oxoisoindolin-2-yl)piperidine-2,6-dione